2-(4-(5-chloro-2-(4-chloro-1H-1,2,3-triazol-1-yl)phenyl)-5-methoxy-2-oxopyridin-1(2H)-yl)-N-(3-(difluoromethyl)-4-(dimethylphosphoryl)phenyl)-4-methoxybutyramide ClC=1C=CC(=C(C1)C1=CC(N(C=C1OC)C(C(=O)NC1=CC(=C(C=C1)P(=O)(C)C)C(F)F)CCOC)=O)N1N=NC(=C1)Cl